ClC=1C=C(NC2=C(C=NC3=CC(=C(C=C23)NC(\C=C\CN(C)C)=O)OCC)C#N)C=CC1OCC1=CC(=CC=C1)F (E)-N-[4-[3-chloro-4-[(3-fluorophenyl)methoxy]anilino]-3-cyano-7-ethoxyquinolin-6-yl]-4-(dimethylamino)but-2-enamide